CC1(OC=2C(C1)C(C(=C(C2C)C)S(=O)(=O)N[C@H](CCCNC(N)=N)C(=O)O)C)C (2,2,4,6,7-pentamethyldihydrobenzofuran-5-sulfonyl)-D-arginine